C(CCC)OC(=O)CC(=O)NC1=CC2=NC3=C(C=CC=C3C2=CC=C1)NCCC=1C=NN(C1)C(C)C 7-(butoxycarbonylacetyl)amino-4-(2-(1-isopropyl-1H-pyrazol-4-yl)ethyl)aminocyclohepta[7,6-b]indole